4-fluoro-2-isopropyl-6-(3-methylpyridin-4-yl)aniline FC1=CC(=C(N)C(=C1)C1=C(C=NC=C1)C)C(C)C